2'-O,4'-C-Methyleneuridine C1[C@]2([C@H]([C@@H](O1)[C@@H](O2)N3C=CC(=O)NC3=O)O)CO